butyl-azodicarboxylate C(CCC)OC(=O)N=NC(=O)[O-]